CC(C)(C(CC)(C1=CC=C(C=C1)O)C1=CC=C(C=C1)O)C 2,2-dimethyl-3,3-bis(4-hydroxyphenyl)pentane